OC=1C(=C(C(=CC1)C)NC(=O)C1=CN=C(S1)NC1=NN(C=C1)CC(=O)OC(C)C)C Isopropyl 2-[3-[[5-[(3-hydroxy-2,6-dimethyl-phenyl)carbamoyl]thiazol-2-yl]amino]pyrazol-1-yl]acetate